3-Amino-1,5-dimethyl-1H-pyrrolo[3,2-c]pyridin-4(5H)-one hydrochloride Cl.NC1=CN(C2=C1C(N(C=C2)C)=O)C